OCC=1C(=C(C(=C(C1)CC1=C(C=CC=C1)O)O)CO)CO tris(hydroxymethyl)-bis(hydroxyphenyl)methane